C12(CC(C1)C2)N2[C@](C=1NC3=CC=CC=C3C1C[C@H]2C)([2H])C2=C(C=C(C=C2F)/C=C/C(=O)OC)F methyl (E)-3-(4-((1R,3R)-2-(bicyclo[1.1.1]pentan-1-yl)-3-methyl-2,3,4,9-tetrahydro-1H-pyrido[3,4-b]indol-1-yl-1-d)-3,5-difluorophenyl)acrylate